tert-butyl ((2-(4-(1-((4-methyl-4H-1,2,4-triazol-3-yl)methyl)cyclobutyl)-6-(methylthio)pyridin-2-yl)-3-oxo-7-(trifluoromethyl)isoindolin-5-yl)methyl)(1-methylcyclobutyl)carbamate CN1C(=NN=C1)CC1(CCC1)C1=CC(=NC(=C1)SC)N1CC2=C(C=C(C=C2C1=O)CN(C(OC(C)(C)C)=O)C1(CCC1)C)C(F)(F)F